C(C)(C)(C)OC(=O)N[C@H](C(=O)O)CC1(CC1)C (2S)-2-(tert-Butoxycarbonylamino)-3-(1-methylcyclopropyl)propionic acid